C(C)(C)(C)OC(=O)N1N=C(C2=CC=CC=C12)C#CC1=NC(=NC=C1)C1=NC(=NC=C1)NCC=1C(=NC=CC1Cl)F (2'-(((4-chloro-2-fluoropyridin-3-yl)methyl)amino)-[2,4'-bipyrimidine]-4-ylethynyl)-1H-indazole-1-carboxylic acid tert-butyl ester